6-chloro-N-ethyl-4-(methyl-d3)-4-phenyl-4H-3,1-benzoxazin-2-amine ClC=1C=CC2=C(C(OC(=N2)NCC)(C2=CC=CC=C2)C([2H])([2H])[2H])C1